4-tert-butyl-N3-[3-(trifluoromethyl)phenyl]benzene-1,3-diamine C(C)(C)(C)C1=C(C=C(C=C1)N)NC1=CC(=CC=C1)C(F)(F)F